COC1=NNC2=CC=CC=C21 methoxyazaindole